(4,7-Dichloro-6-(4-(((3-hydroxycyclohexyl)(methyl)amino)methyl)phenyl)-2H-indazol-2-yl)-2-((R)-6-fluoro-6,7-dihydro-5H-pyrrolo[1,2-c]imidazol-1-yl)-N-(thiazol-2-yl)acetamide ClC=1C2=CN(N=C2C(=C(C1)C1=CC=C(C=C1)CN(C)C1CC(CCC1)O)Cl)C(C(=O)NC=1SC=CN1)C1=C2N(C=N1)C[C@@H](C2)F